C(CCC)OC1=CC=C(C=C1)CC(=O)O 4-butoxyphenylacetic acid